1-(5-(hydroxy(phenyl)methyl)indolizin-7-yl)propan-1-one OC(C=1N2C=CC=C2C=C(C1)C(CC)=O)C1=CC=CC=C1